(R,E)-4-(3H-[1,2,3]triazolo[4,5-b]pyridin-3-yl)-2-fluoro-N-(2-(3-hydroxyprop-1-en-1-yl)thieno[3,2-c]pyridin-4-yl)-N-(piperidin-3-yl)benzamide N1=NN(C2=NC=CC=C21)C2=CC(=C(C(=O)N([C@H]1CNCCC1)C1=NC=CC3=C1C=C(S3)\C=C\CO)C=C2)F